(+)-N-(3-aminopropyl)-N,N-dimethyl-2,3-bis(dodecyloxy)-1-propanaminium bromide [Br-].NCCC[N+](CC(COCCCCCCCCCCCC)OCCCCCCCCCCCC)(C)C